FC1=CC=C(C=C1)N1N=C(C=2C1=NC(=NC2)C(=O)NC)N2CCCC2 1-(4-fluorophenyl)-N-methyl-3-(pyrrolidin-1-yl)-1H-pyrazolo[3,4-d]pyrimidine-6-carboxamide